(1R,3R)-5'-(4-fluoro-3-methylphenyl)-9'-hydroxy-3-methyl-4',5'-dihydro-3'H-spiro[cyclobutane-1,1'-pyrano[4,3-b]indole]-3-carboxylic acid FC1=C(C=C(C=C1)N1C2=C(C=3C(=CC=CC13)O)C1(OCC2)CC(C1)(C(=O)O)C)C